ClC1=C(C=CC=C1)C1=NOC(=C1COC1CCN(CC1)C1=CC=C(C#N)C=C1)C1CC1 4-(4-((3-(2-chlorophenyl)-5-cyclopropylisoxazol-4-yl)methoxy)piperidin-1-yl)benzonitrile